N1CC(C1)C(=O)C1=CC=C(C=C1)C1=C(CCCC2=C1C=CC(=C2)C(=O)OC)Br Methyl 9-(4-(azetidine-3-carbonyl)phenyl)-8-bromo-6,7-dihydro-5H-benzo[7]annulene-3-carboxylate